1-chloromethyl-silane ClC[SiH3]